N1CCC(CC1)OCC#C 3-(piperidin-4-yloxy)propan-1-yn